2-(3,5-difluoro-6-(trifluoromethyl)pyridin-2-yl)-8-(1-(2,2-difluoroethyl)-1H-pyrazolo[3,4-b]pyrazin-6-yl)-2,8-diazaspiro[4.5]decan-1-one FC=1C(=NC(=C(C1)F)C(F)(F)F)N1C(C2(CC1)CCN(CC2)C2=CN=C1C(=N2)N(N=C1)CC(F)F)=O